N1C(=CC=C1)CN1CC2=C(C(C1)C)N(N=C2C(=O)NC=2C=C(C=CC2)C)CC2=CC(=C(C=C2)F)[N+](=O)[O-] 5-((1H-pyrrol-2-yl)methyl)-1-(4-fluoro-3-nitrobenzyl)-7-methyl-N-(m-tolyl)-4,5,6,7-tetrahydro-1H-pyrazolo[4,3-c]pyridine-3-carboxamide